5-(aminomethyl)-4'-cyclopropyl-6'-methoxy-N-(4-(1-methyl-4-(trifluoromethyl)-1H-imidazol-2-yl)benzyl)-[2,5'-bipyrimidin]-4-amine NCC=1C(=NC(=NC1)C=1C(=NC=NC1OC)C1CC1)NCC1=CC=C(C=C1)C=1N(C=C(N1)C(F)(F)F)C